C(C)(C)N1N=CC(=C1)NC1=NC=C(C=N1)I N-(1-(isopropyl)-1H-pyrazol-4-yl)-5-iodopyrimidin-2-amine